tert-Butyl 3-(4-(benzyloxy)-7-(1-methyl-1H-pyrazol-3-yl)benzo[d]oxazol-2-yl)-3,8-diazabicyclo[3.2.1]octane-8-carboxylate C(C1=CC=CC=C1)OC1=CC=C(C2=C1N=C(O2)N2CC1CCC(C2)N1C(=O)OC(C)(C)C)C1=NN(C=C1)C